COC1=CC=C2C(N(C(=NC2=C1)C1=CC=CC=C1)C1CCN(CC1)C)C1=CC=CC=C1 7-Methoxy-3-(1-methyl-4-piperidyl)-2,4-diphenyl-3,4-dihydroquinazoline